FC1=C(C(=CC=C1)F)C1=CC(=CC2=C1C(=NO2)NC(OCC(Cl)(Cl)Cl)=O)F 2,2,2-Trichloroethyl [4-(2,6-difluorophenyl)-6-fluoro-1,2-benzoxazol-3-yl]carbamate